2-methyl-6-vinyl-pyridine bromide [Br-].CC1=NC(=CC=C1)C=C